4-[2-(4-fluorophenyl)ethyl]-1H-pyrazol-5-ol FC1=CC=C(C=C1)CCC=1C=NNC1O